C(C1=CC=CC=C1)SC=1C=C2C=CC(N(C2=CC1)C1=C(C=C(C(=C1)F)C1C(C1)C(F)(F)F)OC)=O (P)-6-(BENZYLTHIO)-1-(5-FLUORO-2-METHOXY-4-(2-(TRIFLUOROMETHYL)CYCLOPROPYL)PHENYL)QUINOLIN-2(1H)-ONE